FC1=CC=CC2=C1N=C(S2)NCCCCOC2=CC=C1CCC(NC1=C2)=O 7-(4-((4-fluorobenzo[d]thiazol-2-yl)amino)butoxy)-3,4-dihydroquinolin-2(1H)-one